CN(CC(C1=CC(=CC=C1)I)N1CC=C(C=C1)I)C 1-(2-(dimethylamino)-1-(3-iodophenyl)ethyl)-4-iodopyridin